FC1=NN(C=C1)C1=C2C=CC(=NC2=C(C=C1)C)C(=O)NS(=O)(=O)C1=C(C=CC=2CC(OC21)(C)C)OC 5-(3-fluoro-1H-pyrazol-1-yl)-N-((6-methoxy-2,2-dimethyl-2,3-dihydrobenzofuran-7-yl)sulfonyl)-8-methylquinoline-2-carboxamide